2,5-DIMETHYLPYRAZINE CC1=NC=C(N=C1)C